2,4,7-trioxo-3,4,6,7-tetrahydropyrido[4,3-d]pyrimidin O=C1NC(C=2C(N1)=CC(NC2)=O)=O